C1CC(=O)O[C@H]1C(=O)O (R)-(-)-γ-carboxy-γ-butyrolactone